NC1=C(C(=O)NC(C)C)C=C(C=N1)C1=C(C=C(C=C1)NC([C@H](O)C1=CC(=CC(=C1)F)F)=O)C (R)-2-AMINO-5-(4-(2-(3,5-DIFLUOROPHENYL)-2-HYDROXYACETAMIDO)-2-METHYLPHENYL)-N-ISOPROPYLNICOTINAMIDE